ethyl 1-((tert-butoxycarbonyl)amino)-3-methylenecyclobutane-1-carboxylate C(C)(C)(C)OC(=O)NC1(CC(C1)=C)C(=O)OCC